CC1([C@H](C1)C(=O)N1CC2(C1)CN(CC2C(=O)OCCCC)C2=NC=CC1=C2SC=N1)C butyl 2-((S)-2,2-dimethylcyclopropanecarbonyl)-6-(thiazolo[5,4-c]pyridin-4-yl)-2,6-diazaspiro[3.4]octane-8-carboxylate